4-chloro-2-(6-(difluoromethoxy)pyridin-3-yl)thiazole-5-carboxylic acid ClC=1N=C(SC1C(=O)O)C=1C=NC(=CC1)OC(F)F